C1(=CC=CC=C1)C1(C(=C(N=NN1)C1=C(C(=CC=2C3=CC=CC=C3CC12)C)C)C1=C(C=CC=2[Se]C3=C(C21)C=CC=C3)C3=C(C=CC=C3)C3=CC=CC=C3)C3=CC=CC=C3 diPhenyl[(biphenylyl)dibenzoselenophenyl](dimethylfluorenyl)triazine